(1S,3R,4S)-2-((3-chlorophenyl)-D-leucyl)-N-((S)-1-cyano-2-((R)-2-oxopyrrolidin-3-yl)ethyl)-5,5-difluoro-2-azabicyclo[2.2.2]octane-3-carboxamide ClC=1C=C(C=CC1)N[C@H](CC(C)C)C(=O)N1[C@@H]2CC([C@H]([C@@H]1C(=O)N[C@@H](C[C@@H]1C(NCC1)=O)C#N)CC2)(F)F